N-benzyl-4-(2-methoxyethoxy)-4-(trifluoromethyl)cyclohexane-1-amine C(C1=CC=CC=C1)NC1CCC(CC1)(C(F)(F)F)OCCOC